2-(Bromomethyl)-5-(4-bromophenyl)-1,3,4-oxadiazole BrCC=1OC(=NN1)C1=CC=C(C=C1)Br